BrC1=NN(C(=N1)N1CCC(CC1)C(F)(F)F)C 1-(3-bromo-1-methyl-1H-1,2,4-triazol-5-yl)-4-(trifluoromethyl)piperidine